O1C(=CC=C1)C1=CC(=NO1)C(=O)NCCNC1=NC=CC=C1 5-(furan-2-yl)-N-(2-(pyridin-2-ylamino)ethyl)isoxazole-3-carboxamide